N1=CC=CC=2C3=CN=CC=C3NC12 1,6-diazacarbazole